methyl (1s,4s)-4-(4-bromo-6-nitro-1-oxoisoindolin-2-yl)cyclohexane-1-carboxylate BrC1=C2CN(C(C2=CC(=C1)[N+](=O)[O-])=O)C1CCC(CC1)C(=O)OC